cyclohexanedibutanol C1(CCCCC1)(CCCCO)CCCCO